CN1C(N(C2=C1C=NC(=C2)NC2=CC=1C(=NSN1)C=C2C)C2CCOCC2)=O 3-Methyl-6-((6-methylbenzo[c][1,2,5]thiadiazol-5-yl)amino)-1-(tetrahydro-2H-pyran-4-yl)-1,3-dihydro-2H-imidazolo[4,5-c]pyridin-2-one